BrC=1C(=C(C(=O)NC2=NC(=NC=C2)Cl)C=CC1)F bromo-N-(2-chloropyrimidin-4-yl)-2-fluorobenzamide